C(C)(=O)C1=C(C2=C(N=C(N=C2)NC2=NC=C(C=C2)NCCN)N(C1=O)C1CCCC1)C 6-Acetyl-2-[5-(2-amino-ethylamino)-pyridin-2-ylamino]-8-cyclopentyl-5-methyl-8H-pyrido[2,3-d]pyrimidin-7-one